NC/C(/CN1N=CN(C1=O)CC=1SC2=C(C1)C=C(C=C2)C2=CC=C(C=C2)S(=O)(=O)C)=C\F 2-[(2E)-2-(aminomethyl)-3-fluoroprop-2-en-1-yl]-4-({5-[4-(methylsulfonyl)phenyl]-1-benzothiophen-2-yl}methyl)-2,4-dihydro-3H-1,2,4-triazol-3-one